C(C)(C)(C)OC(=O)N1[C@@H](CC1)COC=1C=CC(=C(C(=O)O)C1)C (S)-5-((1-(tert-butoxycarbonyl)azetidin-2-yl)methoxy)-2-methylbenzoic acid